2,2-dimethyl-1,3-dioxolane-4-ethanol CC1(OCC(O1)CCO)C